CN(C(=O)N1N=CN=C1)C1CCC(CC1)C1CCNC=2N1N=C(C2C(=O)N)C2=CC=C(C=C2)OC2=CC=CC=C2 7-(4-(N-methyl-1H-1,2,4-triazole-1-carboxamido)cyclohexyl)-2-(4-phenoxyphenyl)-4,5,6,7-tetrahydropyrazolo[1,5-a]pyrimidine-3-carboxamide